6-(1-((2,3-dihydrobenzofuran-5-yl)sulfonyl)-1,2,3,6-tetrahydropyridin-4-yl)-7-methyl-[1,2,4]triazolo[1,5-a]pyridine O1CCC2=C1C=CC(=C2)S(=O)(=O)N2CCC(=CC2)C=2C(=CC=1N(C2)N=CN1)C